(4Z)-2-[(3-fluoro-1-adamantyl)amino]-4-[(2-methylindazol-5-yl)methylene]-1H-imidazol-5-one FC12CC3(CC(CC(C1)C3)C2)NC=2NC(/C(/N2)=C/C2=CC3=CN(N=C3C=C2)C)=O